butyl cis-2-(biphenyl-3-ylmethyl)-3-((methylsulfonyl)amino)pyrrolidine-1-carboxylate C1(=CC(=CC=C1)C[C@@H]1N(CC[C@@H]1NS(=O)(=O)C)C(=O)OCCCC)C1=CC=CC=C1